C(C1=CC=CC=C1)N1CCC(CC1)(N)C1=NC=C(C=C1)F 1-benzyl-4-(5-fluoro-2-pyridinyl)piperidin-4-amine